Methyl 4,9-dibromo-1,2,3,4-tetrahydrobenzo[4,5]imidazo[1,2-a]pyridine-7-carboxylate BrC1C=2N(CCC1)C1=C(N2)C=C(C=C1Br)C(=O)OC